7-bromo-2-methyl-1,2,3,4-tetrahydroisoquinoline BrC1=CC=C2CCN(CC2=C1)C